FC1=C(N=C2N(C1=O)CC[C@H](N2CC(C(C)C)=O)C(F)(F)F)N2[C@@H](COCC2)C (S)-3-Fluoro-2-((R)-3-methylmorpholin-4-yl)-9-(3-methyl-2-oxo-butyl)-8-trifluoromethyl-6,7,8,9-tetrahydro-pyrimido[1,2-a]-pyrimidin-4-one